3-(4-methoxyphenyl)-N,N-dimethylpropylpropynamide COC1=CC=C(C=C1)CCCC#CC(=O)N(C)C